3-{6-amino-5-[1-(2,6-dichloro-phenyl)-ethoxy]-pyridin-3-yl}-N-(2-pyrrolidin-1-yl-ethyl)-benzamide NC1=C(C=C(C=N1)C=1C=C(C(=O)NCCN2CCCC2)C=CC1)OC(C)C1=C(C=CC=C1Cl)Cl